2-(2-propynyloxy)tetrahydropyran C(C#C)OC1OCCCC1